ClC1=NC=C(C(=N1)N1C[C@@]2(CNC[C@@]2(C1)C)C)Cl (3aR,6aS)-2-(2,5-dichloropyrimidin-4-yl)-3a,6a-dimethyloctahydropyrrolo[3,4-c]pyrrole